di-benzothiopheneboronic acid C1(=CC=CC=2SC3=C(C21)C=CC=C3)B(O)O